3-(7-((4-(dimethylamino)cyclohexyl)amino)-3-ethylthieno[2,3-c]pyridin-2-yl)prop-2-yn CN(C1CCC(CC1)NC=1N=CC=C2C1SC(=C2CC)C#CC)C